NC[C@@H](C(=O)O)NC(=O)OC(C)(C)C (S)-3-amino-2-((tert-butoxycarbonyl)amino)propanoic acid